(4-methoxyphenylsulfonimidoyl)pyrrolidine-2-carboxamide COC1=CC=C(C=C1)S(=O)(=N)N1C(CCC1)C(=O)N